FC(C=1C=C(C(=NC1)SC)[N+](=O)[O-])F 5-(difluoromethyl)-2-(methylsulfanyl)-3-nitropyridine